6-(4-((2-(2-Ethyl-1H-benzo[d]imidazol-1-yl)-9-methyl-6-morpholino-9H-purin-8-yl)methyl)piperazin-1-yl)-N-hydroxy-6-oxohexanamide C(C)C1=NC2=C(N1C1=NC(=C3N=C(N(C3=N1)C)CN1CCN(CC1)C(CCCCC(=O)NO)=O)N1CCOCC1)C=CC=C2